OCC1=C(C(=CC(=C1)C)CO)O 2,6-bis(hydroxymethyl)-4-methylphenol